phospholidine oxide P1(CCCC1)=O